Ethyl 4-[[(1S,2R,3R,4R,5S)-2,3-dihydroxy-1-(hydroxymethyl)-6,8-dioxabicyclo[3.2.1]octan-4-yl]amino]-2-(trifluoromethyl)pyrimidine-5-carboxylate O[C@H]1[C@@]2(CO[C@H]([C@@H]([C@H]1O)NC1=NC(=NC=C1C(=O)OCC)C(F)(F)F)O2)CO